C(C)(C)(C)OC(=O)N[C@@H]([C@H](OC1(CC1)C)C)C(=O)O N-(tert-Butoxycarbonyl)-O-(1-methylcyclopropyl)-L-threonine